N,N-bis(3-methoxybenzyl)-3-((2-(2-morpholinoethoxy)ethoxy)methyl)aniline COC=1C=C(CN(C2=CC(=CC=C2)COCCOCCN2CCOCC2)CC2=CC(=CC=C2)OC)C=CC1